(R)-2-amino-4-hydroxy-N-(4-octylphenyl)butanamide N[C@@H](C(=O)NC1=CC=C(C=C1)CCCCCCCC)CCO